1-(3-(1-((4-methyl-4H-1,2,4-triazol-3-yl)thio)ethyl)phenyl)-3-(5-methylpyridazin-3-yl)urea CN1C(=NN=C1)SC(C)C=1C=C(C=CC1)NC(=O)NC=1N=NC=C(C1)C